3-((4-nitro(tetrahydro-2H-pyran-3-yl)-1H-pyrazol-3-yl)oxy)propan-1-ol [N+](=O)([O-])C=1C(=NN(C1)C1COCCC1)OCCCO